(Z)-2-[4-fluoro-2-methyl-5-[3-(trifluoromethyl) pyrazol-1-yl] phenoxy]-3-methoxy-prop-2-enoate FC1=CC(=C(O\C(\C(=O)[O-])=C/OC)C=C1N1N=C(C=C1)C(F)(F)F)C